ClC1=C(C#N)C=C(C=C1)C(=O)N1CC=2C(=NN3C2C(N(CC3)[C@@H](C)C3=CC(=CC=C3)OC(F)F)=O)C[C@H]1C |o1:22| 2-chloro-5-((R)-9-((S*)-1-(3-(difluoromethoxy)phenyl)ethyl)-3-methyl-10-oxo-1,2,3,4,7,8,9,10-octahydropyrido[4',3':3,4]pyrazolo[1,5-a]pyrazine-2-carbonyl)benzonitrile